NC=1C=CC(=NC1)OC1=CC=C(C=C1)C1=CC(=CC=C1)CO (4'-((5-aminopyridin-2-yl)oxy)-[1,1'-biphenyl]-3-yl)methanol